(1S,3S)-3-((2-methyl-6-(1-methyl-5-(((4-(propylamino)pyrimidin-2-yl)amino)methyl)-1H-1,2,3-triazol-4-yl)pyridin-3-yl)oxy)cyclohexane-1-carboxylic acid CC1=NC(=CC=C1O[C@@H]1C[C@H](CCC1)C(=O)O)C=1N=NN(C1CNC1=NC=CC(=N1)NCCC)C